C(CC)OC1=CC=C(C[C@@H]2N(C(OC2)=O)C2=CC3=C(NC=N3)C=C2)C=C1 (S)-4-(4-Propoxybenzyl)-3-(1H-benzo[d]imidazol-5-yl)oxazolidin-2-on